NC1=NN=C(S1)N1NC(=CC1)C(=O)N 2-(5-amino-1,3,4-thiadiazol-2-yl)-1H-pyrazole-5-carboxamide